C(=O)NC(C(=O)O)CCCC N-formyl-aminocaproic acid